C(C)(C)OC([C@](CC(C)(C)C)(N)C1=CC=C(C=C1)N1C=NN=C1)=O.ClC1=NC=C(C(=N1)N1N=CC(=C1)NS(=O)(=O)CCC)Cl N-(1-(2,5-dichloropyrimidin-4-yl)-1H-pyrazol-4-yl)propane-1-sulfonamide isopropyl-(R)-2-(4-(4H-1,2,4-triazol-4-yl)phenyl)-2-amino-4,4-dimethylpentanoate